FC(OC1=CC=CC=2C(N([C@H]3C=4N([C@@H](C21)C3)C3=C(N4)C=CC(=C3)C3=C(C=C(C=C3)CP(=O)(C)C)F)C([2H])([2H])[2H])=O)F (7R,14R)-1-(difluoromethoxy)-11-(4-((dimethylphosphoryl)methyl)-2-fluorophenyl)-6-(methyl-d3)-6,7-dihydro-7,14-methanobenzo[f]benzo[4,5]imidazo[1,2-a][1,4]diazocin-5(14H)-one